4-(4-(3,8-diazabicyclo[3.2.1]oct-3-yl)-8-fluoro-2-((1-methyl-2-oxabicyclo[2.1.1]hexan-4-yl)methoxy)quinazolin-7-yl)naphthalen-2-ol Mono-platinum [Pt].C12CN(CC(CC1)N2)C2=NC(=NC1=C(C(=CC=C21)C2=CC(=CC1=CC=CC=C21)O)F)OCC21COC(C2)(C1)C